4-bromo-1-(3-bromopropyl)-3-chloro-1H-pyrrole-2-carboxylic acid methyl ester COC(=O)C=1N(C=C(C1Cl)Br)CCCBr